2-[[4-[2,3-difluoro-4-(4,4,5,5-tetramethyl-1,3,2-dioxaborolan-2-yl)phenyl]-3-methyl-pyrazol-1-yl]methyl]pyridine FC1=C(C=CC(=C1F)B1OC(C(O1)(C)C)(C)C)C=1C(=NN(C1)CC1=NC=CC=C1)C